ClC=1C=C2C=NC(=NC2=CC1N1CCN(CC1)C1(C(COC1)O)C)NC=1C=NN(C1C)C 4-(4-(6-Chloro-2-((1,5-dimethyl-1H-pyrazol-4-yl)amino)quinazolin-7-yl)piperazin-1-yl)-4-methyltetrahydrofuran-3-ol